S1NC(C2=C1C=CC=C2)=O benzo[d]isothiazol-3(2H)-one